4-bromo-1-iodo-2-((2-methylallyl)oxy)benzene BrC1=CC(=C(C=C1)I)OCC(=C)C